C(C=C)(=O)N1C[C@H](CC1)C1=NN(C=2C(=NNC(C21)=O)N)C2=CC=C(C=C2)OC2=CC(=CC=C2)F (S)-3-(1-acryloylpyrrolidin-3-yl)-7-amino-1-(4-(3-fluorophenoxy)phenyl)-1,5-dihydro-4H-pyrazolo[3,4-d]pyridazin-4-one